C(C)OC(=O)C1CCC(CO1)C(=O)O 6-(ethoxycarbonyl)tetrahydro-2H-pyran-3-carboxylic acid